C(C)(=O)OCC1(COC1)C(=O)O 3-(acetoxymethyl)oxetane-3-carboxylic acid